N-(3-fluorophenyl)-2,4-dihydroxy-N,5-diisopropylbenzamide FC=1C=C(C=CC1)N(C(C1=C(C=C(C(=C1)C(C)C)O)O)=O)C(C)C